COCC1NCCOC1 3-(methoxymethyl)morpholin